[N+](=O)([O-])C=1C=C2CCC(NC2=C(C1)C(F)(F)F)=O 6-nitro-8-(trifluoromethyl)-3,4-dihydro-1H-quinolin-2-one